1-(tert-butyl)-N-(2-(2-((1-methyl-1H-pyrazol-4-yl)amino)pyrimidin-4-yl)-6,7,8,9-tetrahydro-5H-benzo[7]annulen-5-yl)-1H-1,2,3-triazole-4-carboxamide C(C)(C)(C)N1N=NC(=C1)C(=O)NC1CCCCC2=C1C=CC(=C2)C2=NC(=NC=C2)NC=2C=NN(C2)C